FC(C=1N=C2N(N=C(C(=C2C)C)N2CC=3C=C(C=NC3CC2)N2C[C@H](O[C@H](C2)C)C)C(C1)=O)F 2-(difluoromethyl)-7-(3-((2R,6S)-2,6-dimethylmorpholino)-7,8-dihydro-1,6-naphthyridin-6(5H)-yl)-8,9-dimethyl-4H-pyrimido[1,2-b]pyridazin-4-one